6-(3-(1,3-bis(3-hydroxy-2-(hydroxymethyl)propoxy)-2-((3-hydroxy-2-(hydroxymethyl)propoxy)methyl)propan-2-yl)ureido)hexanoic acid OCC(COCC(COCC(CO)CO)(COCC(CO)CO)NC(NCCCCCC(=O)O)=O)CO